3-(5-(5-(3,4-Dihydroisoquinolin-2(1H)-yl)-1-methyl-1H-1,2,4-triazol-3-yl)-1-oxoisoindolin-2-yl)piperidine-2,6-dione C1N(CCC2=CC=CC=C12)C1=NC(=NN1C)C=1C=C2CN(C(C2=CC1)=O)C1C(NC(CC1)=O)=O